N-propargyl-lysine C(C#C)N[C@@H](CCCCN)C(=O)O